C12CN(CC(N1)C2)C2=CC=C(C=N2)C2=NC1=CC=CC=C1C(=N2)NC2=NNC(=C2)C2CC2 2-(6-(3,6-diazabicyclo[3.1.1]heptan-3-yl)pyridin-3-yl)-N-(5-cyclopropyl-1H-pyrazol-3-yl)quinazolin-4-amine